BrC=1C=C2C=CN(C2=CC1)C(=O)[C@H]1[C@H]([C@@H]2CC[C@H]1O2)C(=O)O (1S,2R,3S,4R)-3-(5-bromo-1H-indole-1-carbonyl)-7-oxabicyclo[2.2.1]heptane-2-carboxylic acid